C(C)OC(CNC=1N=[N+](C2=C([N+]1[O-])C=CC=C2)[O-])=O 3-((2-ethoxy-2-oxoethyl)amino)benzo[e][1,2,4]triazine-1,4-dioxide